(2R,5S)-1,5-dimethylsulfo-2-(N-Boc-amino)hexane CC([C@@H](CCC(C)C)NC(=O)OC(C)(C)C)S(=O)(=O)O